N-((1r,4r)-4-(hydroxycarbamoyl)cyclohexyl)-4-(naphthalen-2-yl)tetrahydro-2H-pyran-4-carboxamide ONC(=O)C1CCC(CC1)NC(=O)C1(CCOCC1)C1=CC2=CC=CC=C2C=C1